3-amino-5-(2-fluoro-6-methylphenyl)-1H-pyrazolo[4,3-c]pyridazin-6(5H)-one NC1=NNC=2C1=NN(C(C2)=O)C2=C(C=CC=C2C)F